C(C)C1CC2=C(C3=CC=C(C=C3C(=C2CC1)OC(=O)OC)Cl)OC(C=C)=O 2-ethyl-6-chloro-9-acryloyloxy-10-methoxycarbonyloxy-1,2,3,4-tetrahydroanthracene